5-methoxycarbonylperfluoro(2-methyl-3-oxovaleryl) fluoride COC(=O)C(C(C(C(C(=O)F)(C(F)(F)F)F)=O)(F)F)(F)F